benzo[b]thiophen-3-ylmethanamine S1C2=C(C(=C1)CN)C=CC=C2